3-(((9-isopropyl-2-(4-(trifluoromethoxy)phenyl)-9H-purin-6-yl)amino)methyl)-4,6-dimethylpyridin-2(1H)-one C(C)(C)N1C2=NC(=NC(=C2N=C1)NCC=1C(NC(=CC1C)C)=O)C1=CC=C(C=C1)OC(F)(F)F